6-chloro-3-(2-methoxy-1-methyl-1H-imidazol-4-yl)-2-methylpyridine ClC1=CC=C(C(=N1)C)C=1N=C(N(C1)C)OC